NCC=1C=C(C=CC1)N(S(=O)(=O)C)C N-[3-(aminomethyl)phenyl]-N-methylmethanesulfonamide